N1CC(C1)N(C=1C=CC(=C(C(=O)N[C@@H](C)C2=NC=CC3=CC=CC=C23)C1)C)C (S)-5-(azetidin-3-yl(methyl)amino)-N-(1-(isoquinolin-1-yl)ethyl)-2-methylbenzamide